ClC=1C=CC(=C(C1)C=1C=C2C(=NN=C(C2=CC1)NCC1=C(C=C(C=C1)OC)OC)C)CC 6-(5-CHLORO-2-ETHYLPHENYL)-N-[(2,4-DIMETHOXYPHENYL)METHYL]-4-METHYLPHTHALAZIN-1-AMINE